Tri(3-methyl-2-butyl)citrat CC(C(C)C(C(C(C(=O)[O-])(C(C)C(C)C)C(C)C(C)C)(O)C(=O)[O-])C(=O)[O-])C